4-[[1-(azetidin-3-yl)pyrazol-4-yl]methylamino]-2-(2,6-dioxo-3-piperidyl)isoindoline-1,3-dione N1CC(C1)N1N=CC(=C1)CNC1=C2C(N(C(C2=CC=C1)=O)C1C(NC(CC1)=O)=O)=O